N,N'-Ditolyl-p-phenylendiamin C1(=C(C=CC=C1)NC1=CC=C(C=C1)NC1=C(C=CC=C1)C)C